BrC=1C=CC(=C2C=C(NC12)C(=O)N[C@H](C(=O)N[C@@H](C[C@H]1C(NCCC1)=O)C#N)CC1CC1)F 7-bromo-N-[(1S)-2-[[(1S)-1-cyano-2-[(3S)-2-oxo-3-piperidyl]ethyl]amino]-1-(cyclopropylmethyl)-2-oxo-ethyl]-4-fluoro-1H-indole-2-carboxamide